ClC=1C=CN=C2C=CC(=NC12)OCC 8-chloro-2-ethoxy-1,5-naphthyridine